C(CCCCCCCCCCCCCCCCC)C=1[NH+]=CNC1CCCCCCCCCCCCCCCCCC 4,5-dioctadecylimidazolium